3-(((1R,3s,5S)-8-(tert-butoxycarbonyl)-8-azabicyclo[3.2.1]octan-3-yl)amino)-6-chloropyridazine-4-carboxylic acid C(C)(C)(C)OC(=O)N1[C@H]2CC(C[C@@H]1CC2)NC=2N=NC(=CC2C(=O)O)Cl